(E)-(S)-5-(4-bromo-2,6-difluoro-phenyl)-hex-2-enoic acid ethyl ester C(C)OC(\C=C\C[C@H](C)C1=C(C=C(C=C1F)Br)F)=O